ClC=1C=C(OC2CCC(CC2)NC(C2=CC=C(C=C2)CCCCCCN2CCC3(CCCN3C(=O)C3=CC(=C4C=CN(C4=C3)C(C)C)N3C(NC(CC3)=O)=O)CC2)=O)C=CC1C#N N-((1r,4r)-4-(3-Chloro-4-cyanophenoxy)cyclohexyl)-4-(6-(1-(4-(2,4-dioxotetrahydropyrimidin-1(2H)-yl)-1-isopropyl-1H-indole-6-carbonyl)-1,8-diazaspiro[4.5]decan-8-yl)hexyl)benzamide